FC(C(=O)O)(F)F.FC=1C=C(CN2C3(CNC3)C(N(CC2=O)C2CCC(CC2)C)=O)C=CC1F 5-(3,4-difluorobenzyl)-8-((1r,4r)-4-methylcyclohexyl)-2,5,8-triazaspiro[3.5]nonane-6,9-dione 2,2,2-trifluoroacetate